3-(5-(2-(5,6,7,8-Tetrahydro-1,8-naphthyridin-2-yl)ethoxy)-1H-indazol-1-yl)-2-((2,4,6-trimethylphenyl)sulfonamido)propanoic acid N1=C(C=CC=2CCCNC12)CCOC=1C=C2C=NN(C2=CC1)CC(C(=O)O)NS(=O)(=O)C1=C(C=C(C=C1C)C)C